C=1(C(=CC=C2C=CC=C(C12)C(=O)O)C(=O)O)C(=O)O 1,2,8-naphthalenetricarboxylic acid